C1(CCCCC1)C1=CC=C(C=C1)NC=1C2=C(N=C(N1)N1C=NC=C1)C(N(C2)C(C)C)=O 4-((4-cyclohexylphenyl)amino)-2-(1H-imidazol-1-yl)-6-isopropyl-5,6-dihydro-7H-pyrrolo[3,4-d]pyrimidin-7-one